Tert-butyl (1R,2R,5S)-2-(((tert-butyldimethylsilyl)oxy)methyl)-4-oxo-3-azabicyclo[3.1.0]hexane-3-carboxylate [Si](C)(C)(C(C)(C)C)OC[C@H]1[C@@H]2C[C@@H]2C(N1C(=O)OC(C)(C)C)=O